OC1=C(C=C(NC2=NC=NC=N2)C=C1C(C)(C)C)C(C)(C)C 6-(4-hydroxy-3',5'-di-tert-butylanilino)-1,3,5-triazine